ethyl-(E)-1-allyl-2-(hydroximino)cyclohexane C(C)C1(/C(/CCCC1)=N/O)CC=C